benzoylamino-4-mercaptobutyric acid C(C1=CC=CC=C1)(=O)NC(C(=O)O)CCS